phenylpyran-2-carboxamide C1(=CC=CC=C1)C=1C(OC=CC1)C(=O)N